C(C1CO1)N(C1=CC=C(C=C1)OCC1CO1)CC1CO1 N,N,O-triglycidyl-4-aminophenol